6-(Difluoromethyl)picolinic acid FC(C1=CC=CC(=N1)C(=O)O)F